3-(2,4-dimethylbenzenesulfonyl)-8-{6-methyl-2,6-diazaspiro[3.3]heptan-2-yl}-4H,5H-[1,2,3]triazolo[1,5-a]quinazolin-5-one CC1=C(C=CC(=C1)C)S(=O)(=O)C=1N=NN2C1NC(C1=CC=C(C=C21)N2CC1(C2)CN(C1)C)=O